3-(1-oxo-5-((2-((pyrazolo[1,5-a]pyrimidin-6-ylmethyl)amino)cyclohexyl)oxy)isoindolin-2-yl)piperidine-2,6-dione O=C1N(CC2=CC(=CC=C12)OC1C(CCCC1)NCC=1C=NC=2N(C1)N=CC2)C2C(NC(CC2)=O)=O